CN(C)CC dimethylamino-ethane